C(C)N(C(OCCN(C)CC1=CC=C(C=C1)CN1C(C2=C(N=C(N=C2NCCCC)N)C=C1)=O)=O)CC 2-((4-((2-amino-4-(butylamino)-5-oxopyrido[4,3-d]pyrimidin-6(5H)-yl)methyl)benzyl)(methyl)amino)ethyl diethylcarbamate